3-(1-chloroethyl)benzonitrile ClC(C)C=1C=C(C#N)C=CC1